ClC1=CC=C(CN2C(N(CC2)C=2OC(=CN2)C(=O)NC2=CC(=C(C=C2)OC)OC)=O)C=C1 2-(3-(4-chlorobenzyl)-2-oxoimidazolidin-1-yl)-N-(3,4-dimethoxyphenyl)oxazole-5-carboxamide